C[C@@H]1CC([C@@H](N1C(=O)OCC1=CC=CC=C1)CO[C@@H]1CC[C@@H](CC1)C1=CC=CC=C1)[N+](=O)[O-] Benzyl (2R,5R)-5-methyl-3-nitro-2-({[(CIS)-4-phenylcyclohexyl] oxy} methyl)pyrrolidine-1-carboxylate